C(CCCCCCCCCCC)(=O)[O-].C(CCCCCCCCCCC)(=O)[O-].C(CCC)[Sn+2]CCCC Di-n-butyl-tin dilaurate